N1(CCCCC1)C1CCN(CC1)C(=O)OC1=C(C=C(C=C1OC)\C=C/1\C(=C(C2=CC(=CC=C12)F)CNC(CC1=CC=CC=C1)=O)C)OC (Z)-4-((5-fluoro-2-methyl-3-((2-phenylacetamido)methyl)-1H-inden-1-ylidene)methyl)-2,6-dimethoxyphenyl [1,4'-bipiperidine]-1'-carboxylate